N-[(3R,4R)-4-methyl-3-piperidyl]prop-2-enamide trifluoroacetate FC(C(=O)O)(F)F.C[C@H]1[C@H](CNCC1)NC(C=C)=O